ClC(C(CCCCC)Cl)=O 1-chloroheptanoyl chloride